CC1=CC=CC2=C1N=CO2 4-methylbenzo[d]oxazol